C(C)(C)(C)OC(NC[C@@H](C=1C(=C2COC(C2=CC1)=O)C)NS(=O)(=O)CCCCl)=O (R)-(2-((3-chloropropyl)sulfonylamino)-2-(4-methyl-1-oxo-1,3-dihydroisobenzofuran-5-yl)ethyl)carbamic acid tert-butyl ester